COC1=CC=C(N=N1)NC(C1=C(C=CC=C1)NC(CCOCCOCCNC)=O)=O N-(6-methoxypyridazin-3-yl)-2-(3-(2-(2-(methylamino)ethoxy)ethoxy)propanamido)benzamide